4-(3-(difluoromethoxy)phenyl)-N-(3-((4-methylpiperazin-1-yl)methyl)-1,2,4-thiadiazol-5-yl)furan-2-carboxamide FC(OC=1C=C(C=CC1)C=1C=C(OC1)C(=O)NC1=NC(=NS1)CN1CCN(CC1)C)F